hydroxy-methyl-uridine OC1([C@@](O[C@@H]([C@H]1O)CO)(N1C(=O)NC(=O)C=C1)C)O